3-chloro-2-(3-(2-(1-(2-((4-methoxypyrimidin-2-yl)oxy)acetyl)piperidin-4-yl)thiazol-4-yl)-4,5-dihydroisoxazol-5-yl)phenyl methanesulfonate CS(=O)(=O)OC1=C(C(=CC=C1)Cl)C1CC(=NO1)C=1N=C(SC1)C1CCN(CC1)C(COC1=NC=CC(=N1)OC)=O